BrC1=CC=C2C(C(N(C2=C1F)CCCC(CCCCCCCCCC)CCCCCCCCCC)=O)=O 6-bromo-1-(4-decyltetradecyl)-7-fluoroindoline-2,3-dione